C(#N)C1=CC=C(C(=O)NC2(CCC2)C2=CC=C(C=C2)C=2C=NC(=CC2C#N)C(F)(F)F)C=C1 4-cyano-N-(1-(4-(4-cyano-6-(trifluoromethyl)pyridin-3-yl)phenyl)cyclobutyl)benzamide